p-diethylaminobenzaldehyde diphenyl hydrazone C1(=CC=CC=C1)N(N=CC1=CC=C(C=C1)N(CC)CC)C1=CC=CC=C1